2-(((3R,4R)-3-aminotetrahydro-2H-pyran-4-yl)amino)-4-(p-toluylamino)pyrimidine-5-carboxamide N[C@H]1COCC[C@H]1NC1=NC=C(C(=N1)NC1=CC=C(C=C1)C)C(=O)N